6-chloro-7-(difluoromethyl)-N-[5-(2-fluoroethoxy)-4-methoxy-pyrimidin-2-yl]-1H-indole-3-sulfonamide ClC1=CC=C2C(=CNC2=C1C(F)F)S(=O)(=O)NC1=NC=C(C(=N1)OC)OCCF